3-hydroxy-4,4-dimethoxypiperidine-1-carboxylic acid ethyl ester C(C)OC(=O)N1CC(C(CC1)(OC)OC)O